CC1=CC(=NN1)NC=1N=C(C=2C=CC=NC2C1)NC1CC2CCC(C1)N2CC2COC2 N7-(5-methyl-1H-pyrazol-3-yl)-N5-((3-exo)-8-(oxetan-3-ylmethyl)-8-azabicyclo[3.2.1]oct-3-yl)-1,6-naphthyridine-5,7-diamine